3-[3-(3-fluorophenyl)-1,2,4-oxadiazol-5-yl]oxetan-3-amine FC=1C=C(C=CC1)C1=NOC(=N1)C1(COC1)N